2-Chloro-5-ethoxy-N-((4-((isoindolin-5-ylmethyl)sulfonyl)phenyl)carbamoyl)benzamid ClC1=C(C(=O)NC(NC2=CC=C(C=C2)S(=O)(=O)CC=2C=C3CNCC3=CC2)=O)C=C(C=C1)OCC